NCC1=CC2=NC(=C(C=C2N1)Br)NCC1=CC=C(C=C1)OC 2-(aminomethyl)-6-bromo-N-[(4-methoxyphenyl)methyl]-1H-pyrrolo[3,2-b]pyridin-5-amine